COC1=CC2=C(C=C1)C=1N(CN(CC1CO2)C2=CC=CC=C2)C2=CC=CC=C2 8-methoxy-1,3-diphenyl-3,4-dihydro-1H-benzopyrano[4,3-d]pyrimidine